FC(C1=NN=C(O1)C1=CN=C(S1)CN1C2=C(CCC(C1=O)C)C=CN=C2)F 1-[[5-[5-(difluoromethyl)-1,3,4-oxadiazol-2-yl]thiazol-2-yl]methyl]-3-methyl-4,5-dihydro-3H-pyrido[3,4-b]azepin-2-one